Ethyl [4-(4-formylphenyl)piperazin-1-yl]acetate C(=O)C1=CC=C(C=C1)N1CCN(CC1)CC(=O)OCC